C(#C)C=1SC=C(N1)NC(=O)NCC1=CC=C(C=C1)C1=CC(=CC=C1)N1CCCC1 1-(2-Ethynyl-thiazol-4-yl)-3-((3'-(pyrrolidin-1-yl)-[1,1'-biphenyl]-4-yl)methyl)urea